3,5-Dimethyl-2-phenyl-1-tosyl-1H-indole CC1=C(N(C2=CC=C(C=C12)C)S(=O)(=O)C1=CC=C(C)C=C1)C1=CC=CC=C1